[(1R,2S,4R)-4-{[5-({4-[(R)-amino(3-chlorophenyl)methyl]-2-thienyl}carbonyl)pyrimidin-4-yl]amino}-2-hydroxycyclopentyl]methyl sulfamate S(N)(OC[C@@H]1[C@H](C[C@@H](C1)NC1=NC=NC=C1C(=O)C=1SC=C(C1)[C@@H](C1=CC(=CC=C1)Cl)N)O)(=O)=O